methyl-cerotic acid CC(C(=O)O)CCCCCCCCCCCCCCCCCCCCCCCC